C1(=CC=CC=C1)C1=C(C(=CC(=C1)C1=CC=CC=C1)C1=CC=CC=C1)[O-] 2,4,6-triphenylphenolate